2-(7-hydroxy-2-oxo-2H-chromen-4-yl)benzonitrile OC1=CC=C2C(=CC(OC2=C1)=O)C1=C(C#N)C=CC=C1